3-(3-(1-(2-(2-fluoro-5-((7-fluoro-4-methyl-1H-indol-5-yl)oxy)phenyl)-1H-imidazol-5-yl)-1-hydroxyethyl)phenyl)propanoic acid FC1=C(C=C(C=C1)OC=1C(=C2C=CNC2=C(C1)F)C)C=1NC(=CN1)C(C)(O)C=1C=C(C=CC1)CCC(=O)O